OC1=C(C(=C(C(=C1[2H])[2H])CC(C(\C(=C(\C(CCCC)([2H])[2H])/[2H])\[2H])=O)([2H])[2H])[2H])OC (E)-1-(4-hydroxy-3-methoxyphenyl-2,5,6-d3)dec-4-en-3-one-2,2,4,5,6,6-d6